BrC=1C(=CC(=C(N)C1)[N+](=O)[O-])OC 5-Bromo-4-methoxy-2-nitro-aniline